NC(C(C(CC1=CC=CC=C1)NC(=O)C=1C(=NN(C1)C)C1=CC(=CC=C1)I=C1C(OC2(CCCC2)OC1=O)=O)O)=O N-(4-amino-3-hydroxy-4-oxo-1-phenylbutan-2-yl)-3-(3-((7,9-dioxo-6,10-dioxaspiro[4.5]decan-8-ylidene)-λ3-iodanyl)phenyl)-1-methyl-1H-pyrazole-4-carboxamide